6-((2-((3R,4S)-3-amino-4-hydroxypiperidin-1-yl)-5-fluoro-1H-benzo[d]imidazol-1-yl)methyl)nicotinonitrile N[C@@H]1CN(CC[C@@H]1O)C1=NC2=C(N1CC1=NC=C(C#N)C=C1)C=CC(=C2)F